2-(4-(1H-pyrazol-1-yl)phenyl)cyclobutane-1-one oxime N1(N=CC=C1)C1=CC=C(C=C1)C1C(CC1)=NO